C(N)(OC1CCC(CC1)NC1=NC=CC(=N1)C=1C=NC=CC1OC1=C(C=C(C=C1)NS(=O)(=O)C1=C(C=CC(=C1)Br)OC)F)=O (1r,4r)-4-((4-(4-(4-(5-bromo-2-methoxyphenylsulfonamido)-2-fluorophenoxy)pyridin-3-yl)pyrimidin-2-yl)amino)cyclohexyl carbamate